BrC1=NN2C(N(C(=C(C2=O)N2CCN(CCC2)C(=O)OC(C)(C)C)CC)CC(NC2=CC=C(C=C2)S(F)(F)(F)(F)F)=O)=N1 tert-Butyl 4-(2-bromo-5-ethyl-7-oxo-4-(2-oxo-2-((4-(pentafluoro-λ6-sulfanyl)phenyl)amino)ethyl)-4,7-dihydro-[1,2,4]triazolo[1,5-a]pyrimidin-6-yl)-1,4-diazepane-1-carboxylate